(AZO)Indium Gallium [Ga].N(=N[In])[In]